I(=O)([O-])([O-])([O-])([O-])[O-].[Ag+].[Ag+].[Ag+].[Ag+].[Ag+] silver orthoperiodate